3-(3-hydroxyphenyl)acrylamide OC=1C=C(C=CC1)C=CC(=O)N